Quinolin-8-ylmethyl (1-hydroxy-7-methyl-1,3-dihydrobenzo[c][1,2]oxaborole-6-carbonyl)-L-valinate OB1OCC2=C1C(=C(C=C2)C(=O)N[C@@H](C(C)C)C(=O)OCC=2C=CC=C1C=CC=NC21)C